[N+](=O)([O-])C=1C=C(C=CC1NCCSC1=CC=CC=C1)S(=O)(=O)C=1N=NC=CC1 [3-nitro-4-(2-phenylsulfanylethylamino)phenyl]sulfonylpyridazine